(S)-3-(5-(3-Benzyl-4-(methylsulfonyl)piperazin-1-yl)-3-methyl-1H-pyrazolo[3,4-c]pyridin-1-yl)-2,6-difluoro-5-(trifluoromethyl)phenol C(C1=CC=CC=C1)[C@H]1CN(CCN1S(=O)(=O)C)C=1C=C2C(=CN1)N(N=C2C)C=2C(=C(C(=C(C2)C(F)(F)F)F)O)F